3-(2-chloro-3-(5-fluoro-6-(5-oxo-4-azaspiro[2.4]heptan-4-yl)pyridin-3-yl)phenyl)piperidine-2,6-dione ClC1=C(C=CC=C1C=1C=NC(=C(C1)F)N1C2(CC2)CCC1=O)C1C(NC(CC1)=O)=O